4-(4-amino-2-{4-[(2-fluoroacrylamido)]phenyl}-1-methyl-7-(3-oxopentan-1-ynyl)pyrrolo[3,2-c]pyridin-3-yl)-2-methoxy-N-(2,2,2-trifluoroethyl)benzamide NC1=NC=C(C2=C1C(=C(N2C)C2=CC=C(C=C2)NC(C(=C)F)=O)C2=CC(=C(C(=O)NCC(F)(F)F)C=C2)OC)C#CC(CC)=O